3-phenylpiperazine-1-carboxamide C1(=CC=CC=C1)C1CN(CCN1)C(=O)N